Cl.N1CCC1 azetidine HCl salt